4-(3-((6-(trifluoromethyl)pyridin-3-yl)amino)pyridin-2-yl)piperazin FC(C1=CC=C(C=N1)NC=1C(=NC=CC1)N1CCNCC1)(F)F